(2R,5S)-2-(1-(4-bromophenyl)-3-(5-fluoropyridin-2-yl)-1H-pyrazole-4-yl)-5-methyl-3-(2-(2-oxoindolin-5-yl)ethyl)oxazolidin-4-one BrC1=CC=C(C=C1)N1N=C(C(=C1)[C@H]1O[C@H](C(N1CCC=1C=C2CC(NC2=CC1)=O)=O)C)C1=NC=C(C=C1)F